ICCCC1=C(C(N(N=C1)C1OCCCC1)=O)C 5-(3-iodopropyl)-4-methyl-2-(tetrahydro-2H-pyran-2-yl)pyridazin-3(2H)-one